[C@H]12COC[C@H](CC1)N2C[C@@H]2[C@H]([C@]1([C@](C=3C(=NC(=CC3O1)OC)OC)([C@@H]2O)O)C2=CC=C(C=C2)N=[N+]=[N-])C2=CC=CC=C2 (5aR,6S,7S,8R,8aS)-7-(((1R,5S)-3-oxa-8-azabicyclo[3.2.1]oct-8-yl)methyl)-5a-(4-azidophenyl)-1,3-dimethoxy-6-phenyl-5a,6,7,8-tetrahydro-8aH-cyclopenta[4,5]furo[3,2-c]pyridine-8,8a-diol